N[C@H](C)C1=C(OCCCNC(OC(C)(C)C)=O)C=CC(=C1)F Tert-butyl (R)-(3-(2-(1-aminoethyl)-4-fluorophenoxy)propyl)carbamate